ethyl 6-chloro-3H-imidazo[4,5-C]pyridine-4-carboxylate ClC1=CC2=C(C(=N1)C(=O)OCC)NC=N2